ClC1=C(C=CC(=C1)Cl)C#CC1CNC1 3-[2-(2,4-Dichlorophenyl)ethynyl]azetidine